ClC=1C(=NC(=NC1)NC=1C(=NN(C1)CCCN1CCOCC1)C)NCCCN1CCOCCC1=O 4-(3-((5-Chloro-2-((3-methyl-1-(3-morpholinopropyl)-1H-pyrazol-4-yl)amino)pyrimidin-4-yl)amino)propyl)-1,4-oxazepan-5-on